N-(9H-fluoren-9-yl)-4-methyl-2-oxo-6-(trifluoromethyl)-1,2-dihydropyridine-3-carboxamide C1=CC=CC=2C3=CC=CC=C3C(C12)NC(=O)C=1C(NC(=CC1C)C(F)(F)F)=O